(RS)-N-[4-(2-Pyrrolidin-2-yl-ethyl)-phenyl]-4-trifluoromethyl-benzamid N1[C@@H](CCC1)CCC1=CC=C(C=C1)NC(C1=CC=C(C=C1)C(F)(F)F)=O |r|